2,4-dimethylpiperidin-4-ol CC1NCCC(C1)(O)C